COC=1C=CC=C2NC=C(CCN(CC=C)CC)C12 4-methoxy-N-ethyl-N-allyltryptamine